NC=1C=CC(N(C1)C)=O 5-amino-1-methylpyridin-2-one